1-(2-(dimethylamino)ethyl)-5-((4-(2,6-dimethylmorpholino)phenyl)amino)-3-methyl-1,3-dihydro-2H-benzo[d]imidazol-2-one CN(CCN1C(N(C2=C1C=CC(=C2)NC2=CC=C(C=C2)N2CC(OC(C2)C)C)C)=O)C